O=C(CCN(CCC(=O)NCCCCCCCCCCC)CCN(CCNCCN(CCC(=O)NCCCCCCCCCCC)CCC(=O)NCCCCCCCCCCC)CCC(=O)NCCCCCCCCCCC)NCCCCCCCCCCC 4,7,13-tris(3-oxo-3-(undecylamino)propyl)-N1,N16-bisundecyl-4,7,10,13-tetraazahexadecane-1,16-diamide